N-(4-methoxyphenyl)-2-(1-piperazinyl)acetamide COC1=CC=C(C=C1)NC(CN1CCNCC1)=O